N-((2R,4S,5R)-5-(((R)-1-(benzyloxy)propan-2-yl)oxy)-2-((S)-1-(4-fluorophenyl)-1,2,3,4-tetrahydroisoquinoline-2-carbonyl)tetrahydro-2H-pyran-4-yl)-4-methyl-benzenesulfonamide C(C1=CC=CC=C1)OC[C@@H](C)O[C@@H]1[C@H](C[C@@H](OC1)C(=O)N1[C@H](C2=CC=CC=C2CC1)C1=CC=C(C=C1)F)NS(=O)(=O)C1=CC=C(C=C1)C